FC1=CC=C(C=C1)N(C(CC)=O)C1CCN(CC1)CCC1=CC=CC=C1 N-(4-fluorophenyl)-N-[1-(2-phenylethyl)piperidin-4-yl]propanamide